N-(6-(4-(3-methoxypropyl)piperazin-1-yl)-2,2-dimethyl-2,3-dihydrobenzofuran-5-yl)pyrazolo[1,5-a]pyrimidine-3-carboxamide COCCCN1CCN(CC1)C1=CC2=C(CC(O2)(C)C)C=C1NC(=O)C=1C=NN2C1N=CC=C2